C(C)OC(=O)C1C2(CCC(C1)CC2)NC2=NC(=NN1C2=CC=C1C(F)F)Cl ((2-chloro-7-(difluoromethyl)pyrrolo[2,1-f][1,2,4]triazin-4-yl)amino)bicyclo[2.2.2]octane-2-carboxylic acid ethyl ester